2-chloro-4-[4-fluoro-2-(1-methylimidazol-2-yl)phenyl]-6-methoxypyridine ClC1=NC(=CC(=C1)C1=C(C=C(C=C1)F)C=1N(C=CN1)C)OC